CN1C(CN(CCN(CC1)C)C)C 1,2,4,7-tetra-methyl-1,4,7-triaza-cyclononane